8,8,11-trimethyl-1,10,19-triazatricyclo[10.5.2.0^{15,18}]nonadeca-12(19),13,15(18),16-tetraen-9-one CC1(CCCCCCN2C=CC=3C=CC(C(NC1=O)C)=NC23)C